(5R,6S,8R)-8-[(1S)-7-chloro-2,2-difluoro-1-hydroxy-2,3-dihydro-1H-inden-4-yl]-3,5,6-trifluoro-5,6,7,8-tetrahydronaphthalene-1-carbonitrile ClC=1C=CC(=C2CC([C@H](C12)O)(F)F)[C@H]1C[C@@H]([C@@H](C=2C=C(C=C(C12)C#N)F)F)F